COC=1C=C(C=CC1C(F)(F)F)C1CCN(CC1)C(=O)C1CC2(C1)NC(OC2)=O (2s,4s)-2-(4-(3-methoxy-4-(trifluoromethyl)phenyl)piperidine-1-carbonyl)-7-oxa-5-azaspiro[3.4]octan-6-one